[N+](=O)([O-])C=1C=C(CC(C(=O)N)C)C=CC1 3-nitrobenzylpropionamide